(R)-5-(4-amino-3-((1-ethoxypropan-2-yl)amino)phenyl)-1,3-dimethyl-pyridin-2(1H)-one NC1=C(C=C(C=C1)C=1C=C(C(N(C1)C)=O)C)N[C@@H](COCC)C